F[C@@H]1[C@@]2(CCC[C@](C[C@H]1N(C=1N=CC(=NC1)C=1C=C3C=CN=CC3=CC1O)C)(N2)C)C 6-(5-(((1S,2S,3R,5R)-2-fluoro-1,5-dimethyl-9-azabicyclo[3.3.1]nonan-3-yl)(methyl)amino)pyrazin-2-yl)isoquinolin-7-ol